N1=CC(=C2OCCCN21)C2=CN1C(S2)=C(C=N1)C(=O)NC=1C(=NC=C(C1)NC(C[C@@H]1N(CCC1)C(C)C)=O)C (R)-2-(6,7-dihydro-5H-pyrazolo[5,1-b][1,3]oxazin-3-yl)-N-(5-(2-(1-isopropylpyrrolidin-2-yl)acetamido)-2-methylpyridin-3-yl)pyrazolo[5,1-b]thiazole-7-carboxamide